propylene glycol dimethyl ether COCC(C)OC